CC1=NOC(=C1COC=1C=C(C(=O)O)C=CC1)C 3-((3,5-dimethyl-isoxazol-4-yl)methoxy)benzoic acid